CC(C#N)CC(C)(OC)C 2,4-dimethyl-4-methoxyvaleronitrile